C(C)(=O)N1CCN(CC1)CC1=CC=C(C=C1)N(S(=O)(=O)CC)CC1=C(C=C(C=C1)C(=O)NN)F N-(4-((4-acetylpiperazin-1-yl)methyl)phenyl)-N-(2-fluoro-4-(hydrazinecarbonyl)benzyl)ethanesulfonamide